Platinum (II) [bis(phenylpyridinyl)propane] C1(=CC=CC=C1)C=1C(=NC=CC1)C(C)(C)C1=NC=CC=C1C1=CC=CC=C1.[Pt+2]